5-(2-(4-(2-acetyl-5-chlorophenyl)-5-methoxy-2-oxopyridin-1(2H)-yl)-3-phenylpropionylamino)-2-pyridinecarboxamide C(C)(=O)C1=C(C=C(C=C1)Cl)C1=CC(N(C=C1OC)C(C(=O)NC=1C=CC(=NC1)C(=O)N)CC1=CC=CC=C1)=O